ClC1=C(N=CC=2N=C([C@@H](N=C(C21)C2=C(C=CC=C2F)F)C)NC(C(=O)OCC)CO)C(F)(F)F ethyl 2-[[(3S)-6-chloro-5-(2,6-difluorophenyl)3-methyl-7-(trifluoromethyl)-3H-pyrido[3,4-e][1,4]diazepin-2-yl]amino]-3-hydroxy-propanoate